C1(=C(C(=C(C2=CC3=CC=CC=C3C=C12)C=O)C=O)C=O)C=O AnthraceneTetral